[N+](=O)([O-])C1=CNC2=CC=CC(=C12)OC 3-nitro-4-methoxyindole